3-((6-(3-(2-hydroxyethoxy)-3-methylbut-1-yn-1-yl)pyridin-3-yl)oxy)cyclobutan-1-ol OCCOC(C#CC1=CC=C(C=N1)OC1CC(C1)O)(C)C